Benzyl (2S)-4-oxoazetidine-2-carboxylate O=C1C[C@H](N1)C(=O)OCC1=CC=CC=C1